CC1=C2C=CC=CC2=CC=C1 5-methylnaphthalen